C(#C)C1=CN=C(N1C(C)C)C(C)(C)O 2-(5-ethynyl-1-isopropyl-1H-imidazol-2-yl)propan-2-ol